CN(CCCNC1=NC(=NC(=C1)C)NC(=O)NC1=CC(=CC=C1)OC1=CC=CC=C1)C 1-(4-((3-(dimethylamino)propyl)amino)-6-methylpyrimidin-2-yl)-3-(3-phenoxyphenyl)urea